2-acryloxyethyltriethoxysilane C(C=C)(=O)OCC[Si](OCC)(OCC)OCC